4-(3-hydroxyphenyl)-7-(2-methoxyphenyl)-2-methyl-5-oxo-4,6,7,8-tetrahydro-1H-quinoline-3-carboxylic acid methyl ester COC(=O)C1=C(NC=2CC(CC(C2C1C1=CC(=CC=C1)O)=O)C1=C(C=CC=C1)OC)C